ClC1=NC=CC=2C=C(C=3N(C12)C=CN3)C(=O)N 1-CHLOROIMIDAZO[1,2-A][1,7]NAPHTHYRIDINE-6-CARBOXAMIDE